CS(=O)(=O)O.NC1=C(C2=C(S1)CCC21CNC1)C#N 2-aminospiro[5,6-dihydrocyclopenta[b]thiophene-4,3'-azetidine]-3-carbonitrile methanesulfonic acid salt